α-methyl-L-homophenylalanine C[C@](N)(CCC1=CC=CC=C1)C(=O)O